2-(6-Chloro-4-(1-((2-cyclopropylpropan-2-yl)amino)ethyl)pyridin-2-yl)-6-(3-((4-methyl-4H-1,2,4-triazol-3-yl)methyl)oxetan-3-yl)isoindolin-1-one ClC1=CC(=CC(=N1)N1C(C2=CC(=CC=C2C1)C1(COC1)CC1=NN=CN1C)=O)C(C)NC(C)(C)C1CC1